[C@H]12CC(C[C@@H]2C1)C=O (1R,3r,5S)-bicyclo[3.1.0]hexane-3-carbaldehyde